CC1(OC[C@@H](O1)CCO)C 2-[(4S)-2,2-dimethyl-1,3-dioxolan-4-yl]ethan-1-ol